6-(1H-pyrrolo[2,3-c]pyridin-1-yl)[3,3'-bipyridine]-2-diazonium N1(C=CC=2C1=CN=CC2)C2=CC=C(C(=N2)[N+]#N)C=2C=NC=CC2